[Si](C)(C)(C(C)(C)C)O[C@H]1C[C@@H](C[C@@H]1COC(C1=CC=CC=C1)(C1=CC=CC=C1)C1=CC=CC=C1)N1C=C(C2=C1N=CN=C2NCC2=C(C=C(C=C2)OC)OC)C2=NN(C=C2)C 7-[(1R,3S,4R)-3-[(tert-butyldimethylsilyl)oxy]-4-[(triphenylmethoxy)methyl]cyclopentyl]-N-[(2,4-dimethoxyphenyl)methyl]-5-(1-methyl-1H-pyrazol-3-yl)-7H-pyrrolo[2,3-d]pyrimidin-4-amine